1,1'-[(Octahydro-4,7-methano-1H-indene-2,5-diyl)bis(methylene)]bis[1H-pyrrole-2,5-dione] C1C(CC2C3C(CC(C12)C3)CN3C(C=CC3=O)=O)CN3C(C=CC3=O)=O